3-[4-(1H-pyrrolo[2,3-b]pyridin-4-yl)-1H-pyrazol-1-yl]-4-(trifluoromethyl)-benzonitrile N1C=CC=2C1=NC=CC2C=2C=NN(C2)C=2C=C(C#N)C=CC2C(F)(F)F